C1(CCCCC1)OC(=O)NC=1C=C(C=NC1C)C1=CC2=C(N=C(S2)NC(=O)C2CCN(CC2)C2CCN(CC2)C(=O)OC(C)(C)C)C=C1 tert-butyl 4-((6-(5-(((cyclohexyloxy)carbonyl)amino)-6-methylpyridin-3-yl)benzo[d]thiazol-2-yl)carbamoyl)-[1,4'-bipiperidine]-1'-carboxylate